ethyl 1-[(2R)-butan-2-yl]-1H-imidazole-4-carboxylate C[C@H](CC)N1C=NC(=C1)C(=O)OCC